trans-6-Isopropyl-3-methyl-2-cyclohexen-1-ol C(C)(C)[C@@H]1CCC(=C[C@H]1O)C